C(C)(C)(C)OC(=O)N(C1=CC(=NC(=N1)C#N)OC1CN(C1)C(=O)OC(C)(C)C)C1CCC(CC1)(F)F tert-butyl 3-((6-((tert-butoxycarbonyl) (4,4-difluorocyclohexyl)amino)-2-cyanopyrimidin-4-yl)oxy)azetidine-1-carboxylate